C(C1=CC=CC=C1)OCC1CC(C1)(C1=NN=CN1C)C=1C=NC=C(C1)Br 3-{3-[(benzyloxy)methyl]-1-(4-methyl-1,2,4-triazol-3-yl)cyclobutyl}-5-bromopyridine